C1([C@@H](O)[C@@H](O)[C@H](O)[C@H](O1)CO)C([C@H]([C@H]([C@@H]([C@@H](C=O)O)O)O)O)(O)C1[C@@H](O)[C@@H](O)[C@H](O)[C@H](O1)CO dimannosyl-mannose